(7-(2-(4-(6-fluorobenzo[b]thiophen-4-yl)piperazin-1-yl)ethyl)-2-oxoquinolin-1(2H)-yl)methyl pivalate C(C(C)(C)C)(=O)OCN1C(C=CC2=CC=C(C=C12)CCN1CCN(CC1)C1=CC(=CC=2SC=CC21)F)=O